((1r,3r)-3-(3-(thiazolo[5,4-c]pyridin-4-ylamino)-1H-pyrazol-5-yl)cyclobutyl)methyl isopropylcarbamate C(C)(C)NC(OCC1CC(C1)C1=CC(=NN1)NC1=NC=CC2=C1SC=N2)=O